ClC1=C(C=C2CCN(CC2=C1)C(C(F)(F)F)=O)NC1=NC=C(C(=N1)C1=CC2=C(C=NNC2=O)S1)C(F)(F)F 2-(2-((7-chloro-2-(2,2,2-trifluoroacetyl)-1,2,3,4-tetrahydroisoquinolin-6-yl)amino)-5-(trifluoromethyl)pyrimidin-4-yl)thieno[2,3-d]pyridazin-4(5H)-one